BrC1=CC=C(C=C1)F 2-bromo-5-fluorobenzene